magnesium hydroxide-magnesium salt [Mg+2].[OH-].[Mg+2].[OH-].[OH-].[OH-]